4-(2,2-dimethyl-1,3-dioxacyclopentane-4-yl)-1-(2-trimethylsilylethoxymethyl)pyrazolo[3,4-b]pyridine-3-carbonitrile CC1(OCC(O1)C1=C2C(=NC=C1)N(N=C2C#N)COCC[Si](C)(C)C)C